CC1=C(C=C(OC2=CC=C(C=N2)NC2=NC=CC=C2N)C=C1)OC(F)(F)F N2-[6-[4-methyl-3-(trifluoromethoxy)phenoxy]-3-pyridyl]pyridine-2,3-diamine